4-[1-[[4-[2-(3-Cyanophenoxy)ethyl-methyl-amino]tetrahydropyran-4-carbonyl]amino]cyclopropyl]benzoic acid, hydrochloride Cl.C(#N)C=1C=C(OCCN(C2(CCOCC2)C(=O)NC2(CC2)C2=CC=C(C(=O)O)C=C2)C)C=CC1